1,2-oxaborol-2(5H)-ol O1B(C=CC1)O